The molecule is a stilbenoid that is the 3-deoxy derivative of vedelianin. Isolated from Macaranga alnifolia, it exhibits cytotoxic activity. It has a role as a metabolite and an antineoplastic agent. It is a cyclic ether, an organic heterotricyclic compound, a member of resorcinols and a stilbenoid. It derives from a vedelianin. CC(=CCC1=C(C=C(C=C1O)/C=C/C2=CC3=C(C(=C2)O)O[C@@]4(CC[C@H](C([C@H]4C3)(C)C)O)C)O)C